(3,4-difluorophenyl)propionic acid FC=1C=C(C=CC1F)C(C(=O)O)C